N=1C=NN2C1C=C(C=C2)C2=CNC1=NC=C(C=C12)C(=O)N1CC=2N(CC1)C=C(N2)C (3-([1,2,4]triazolo[1,5-a]pyridin-7-yl)-1H-pyrrolo[2,3-b]pyridin-5-yl)(2-methyl-5,6-dihydroimidazo[1,2-a]pyrazin-7(8H)-yl)methanone